CC(CO)C(O)C 2,3-dimethyl-1,3-propanediol